benzo[c][2,6]naphthyridine-8-carboxylic acid C1=C2C3=C(N=CC2=CC=N1)C=C(C=C3)C(=O)O